ClC1=CC(=C(C=C1)C1C(C(N(C1CC(C)(C)C)CC(C)C)C(=O)O)C1=CC(=CC=C1)Cl)F 4-(4-chloro-2-fluorophenyl)-3-(3-chlorophenyl)-1-isobutyl-5-neopentylpyrrolidine-2-carboxylic acid